methyl 4-[4-(trifluoromethyl)-1H-imidazol-2-yl]benzoate FC(C=1N=C(NC1)C1=CC=C(C(=O)OC)C=C1)(F)F